CC1=NC2=CC=C(C=C2C=C1)C(=O)N1CCC(CC1)C(=O)OC(C)(C)C tert-butyl 1-(2-methylquinoline-6-carbonyl)piperidine-4-carboxylate